N[C@H](CCNC(=O)OC(C)(C)C)C=1C=C(C(=O)OCC)C=CC1 ethyl (R)-3-(1-amino-3-((tert-butoxycarbonyl)amino)propyl)benzoate